2-((1s,3s)-3-((2-(difluoromethoxy)-6-methoxypyridin-3-yl)carbamoyl)-3-(2-isopropylphenyl)cyclobutyl)acetic acid FC(OC1=NC(=CC=C1NC(=O)C1(CC(C1)CC(=O)O)C1=C(C=CC=C1)C(C)C)OC)F